N(N)CCN(C)C 2-hydrazino-N,N-dimethyl-ethylamine